C[C@@H]1C[C@@H]([C@@]2([C@@H]([C@@]1(C)[C@@H]3C[C@H]4CC(O[C@H]4O3)O)CC[C@@H]([C@]25CO5)OC(=O)C(C)C)COC(=O)C)OC(=O)C The molecule is a diterpenoid isolated from Ajuga bracteosa and has been shown to exhibit antifeedant activity. It has a role as an antifeedant and a plant metabolite. It is a furofuran, an acetate ester, a diterpenoid, a cyclic acetal and a spiro-epoxide.